BrC=1N=C(N2C1C(=CC(=C2)S(=O)(=O)NC2(COC2)C)Cl)C=2SC(=NN2)C(F)F 1-bromo-8-chloro-3-(5-(difluoromethyl)-1,3,4-thiadiazol-2-yl)-N-(3-methyloxetane-3-yl)imidazo[1,5-a]pyridine-6-sulfonamide